C1(CC1)[C@H](C=1C=CC2=C(NC(=N2)[C@@H](NC(=O)C2=NON=C2C)C2CCC3(CC3)CC2)C1)NC(CC1CC(C1)(F)F)=O N-((S)-(6-((R)-Cyclopropyl(2-(3,3-difluorocyclobutyl)acetamido)methyl)-1H-benzo[d]imidazol-2-yl)(spiro[2.5]octan-6-yl)methyl)-4-methyl-1,2,5-oxadiazole-3-carboxamide